BrC1=NC(=CC=C1)C1=NN=CN1C=1C=NC=CC1C 2-Bromo-6-(4-(4-methylpyridin-3-yl)-4H-1,2,4-triazol-3-yl)pyridine